3,4-dihydroxy-3-heptene-5-lactone OC=1CC(=O)OC(C1O)CC